3-{[3-(8-{[(3S,4R)-3-fluoro-1-methylpiperidin-4-yl]amino}-3-[(trifluoromethyl)sulfanyl]indolizin-2-yl)prop-2-yn-1-yl]amino}-4-methoxy-N-methylbenzenesulfonamide F[C@H]1CN(CC[C@H]1NC1=CC=CN2C(=C(C=C12)C#CCNC=1C=C(C=CC1OC)S(=O)(=O)NC)SC(F)(F)F)C